ClC1=CC=C(C=C1)C1=C(C2(C3=CC=CC=C13)NC1=C(OC2)C=CC=C1)C(=O)O 3'-(4-chlorophenyl)-2H,4H-spiro[benzo[b][1,4]oxazine-3,1'-indene]-2'-carboxylic acid